FC1=C(OC2=C(C=C3C=NN(C3=C2)C)C(=O)N)C=CC(=C1)OCCCN1C(CCC1)=O 6-[2-fluoro-4-[3-(2-oxopyrrolidin-1-yl)propoxy]phenoxy]-1-methyl-indazole-5-carboxamide